3-(3-hydroxy-2,6-dimethylphenyl)-7-tosyl-6-(6-(trifluoromethyl)pyridin-3-yl)-3,7-dihydro-4H-pyrrolo[2,3-d]pyrimidin-4-one OC=1C(=C(C(=CC1)C)N1C=NC2=C(C1=O)C=C(N2S(=O)(=O)C2=CC=C(C)C=C2)C=2C=NC(=CC2)C(F)(F)F)C